2-((2-oxo-2-(pyrrolidin-1-yl)ethyl-(prop-2-yn-1-yl)amino)ethyl)propanamide O=C(CN(CC#C)CCC(C(=O)N)C)N1CCCC1